(S)-4-((2-fluoro-3-hydroxy-2-(hydroxymethyl)propyl)(4-(5,6,7,8-tetrahydro-1,8-naphthyridin-2-yl)butyl)amino)-2-(quinazolin-4-ylamino)butanoic acid FC(CN(CC[C@@H](C(=O)O)NC1=NC=NC2=CC=CC=C12)CCCCC1=NC=2NCCCC2C=C1)(CO)CO